ClC1=NC(=CC(=C1)C(C1CC2(CN(C2)C(=O)OC(C)(C)C)C1)(F)F)Cl tert-Butyl 6-[(2,6-dichloro-4-pyridyl)-difluoro-methyl]-2-azaspiro[3.3]heptane-2-carboxylate